ClC=1C=C(C=CC1N1CCNCC1)C1=C(C=2N(C=C1)C(=NN2)CC2CC2)C(F)(F)F 7-(3-chloro-4-piperazin-1-ylphenyl)-3-(cyclopropylmethyl)-8-(trifluoromethyl)[1,2,4]triazolo[4,3-a]pyridine